C(C)(C)NC1=NC(=NC(=N1)N[C@@H](C(F)(F)F)C)C=1CC(CCC1)O 3-(4-(Isopropylamino)-6-(((R)-1,1,1-trifluoropropan-2-yl)amino)-1,3,5-triazin-2-yl)cyclohex-3-en-1-ol